methyl-2-(5-(4-(2-morpholinoethoxy)phenyl)pyridin-2-yl)acetate COC(CC1=NC=C(C=C1)C1=CC=C(C=C1)OCCN1CCOCC1)=O